CC(CN=C=O)(CCCN=C=O)C 2,2-dimethyl-1,5-diisocyanatopentane